(3S)-6-chloro-2'-(3-chlorophenyl)-5'-(2,4-dimethoxypyrimidin-5-yl)-6'-(propan-2-yl)-1,2,3',5'-tetrahydro-2'H-spiro[indole-3,1'-pyrrolo[3,4-c]pyrrole]-2,3'-dione ClC1=CC=C2C(=C1)NC([C@]21N(C(C=2C1=C(N(C2)C=2C(=NC(=NC2)OC)OC)C(C)C)=O)C2=CC(=CC=C2)Cl)=O